[1-methyl-2-(2-methylpyridin-3-yl)pyrrolo[2,3-c]pyridin-5-yl]cyclopropanecarboxamide CN1C(=CC=2C1=CN=C(C2)C2(CC2)C(=O)N)C=2C(=NC=CC2)C